[Si](C1=CC=CC=C1)(C1=CC=CC=C1)(C(C)(C)C)OC[C@H]1[C@H](CC1)C=O (1S,2R)-2-(((TERT-BUTYLDIPHENYLSILYL)OXY)METHYL)CYCLOBUTANECARBALDEHYDE